5-methyl-3-[5-oxo-5-[4-[5-(trifluoromethyl)pyrimidin-2-yl]piperazin-1-yl]pentyl]-1H-pyridazin-6-one CC1=CC(=NNC1=O)CCCCC(N1CCN(CC1)C1=NC=C(C=N1)C(F)(F)F)=O